C(#C)C=1SC=C(N1)/C=C/C(=O)OC Methyl (E)-3-(2-ethynylthiazol-4-yl)acrylate